CC(C)(CCC(C)(OOC(C1=CC=CC=C1)=O)C)OOC(C1=CC=CC=C1)=O 2,5-dimethyl-2,5-bis(benzoyldioxy)hexane